4-((3-Chloro-1-methyl-1H-pyrazolo[3,4-d]pyrimidin-4-yl)aminomethyl)-benzenesulfonamide ClC1=NN(C2=NC=NC(=C21)NCC2=CC=C(C=C2)S(=O)(=O)N)C